5-fluoro-2,4-dinitroaniline FC=1C(=CC(=C(N)C1)[N+](=O)[O-])[N+](=O)[O-]